C(C(=C)C)(=O)[O-].F[N-]F perfluoroamide methacrylate